1-((S)-2-(4-aminobutanamido)-3,3-dimethylbutanoyl)-4-hydroxy-N-(4-(4-methylthiazol-5-yl)benzyl)pyrrolidine-2-carboxamide NCCCC(=O)N[C@H](C(=O)N1C(CC(C1)O)C(=O)NCC1=CC=C(C=C1)C1=C(N=CS1)C)C(C)(C)C